2-(6-methyl-4-(trifluoromethyl)pyridin-2-yl)-3-oxooctahydrocyclopenta[c]pyrrole-1-carboxamide CC1=CC(=CC(=N1)N1C(C2C(C1=O)CCC2)C(=O)N)C(F)(F)F